FC=1C=C(C=CC1)SC=1N=NC=CC1C#N 3-[(3-Fluorophenyl)sulfanyl]pyridazine-4-carbonitrile